CC1=NC(=NN1C1=CC=CC=C1)C=1C=C2CN(C(C2=CC1)=O)C1C(NC(CC1)=O)=O 3-(5-(5-methyl-1-phenyl-1H-1,2,4-triazol-3-yl)-1-oxoisoindolin-2-yl)piperidine-2,6-dione